methyl 6-(3-(((5-cyclopropyl-3-(2,6-dichlorophenyl) isoxazol-4-yl) methoxy) methyl)-3-fluoro-8-azabicyclo[3.2.1]oct-8-yl)-1-methyl-1H-indole-3-carboxylate C1(CC1)C1=C(C(=NO1)C1=C(C=CC=C1Cl)Cl)COCC1(CC2CCC(C1)N2C2=CC=C1C(=CN(C1=C2)C)C(=O)OC)F